C(C)(=O)OC=1C=CC=2N(C3=CC=C(C=C3OC2C1)OC(C)=O)C(CCC\C=C/C\C=C/C\C=C/C\C=C/CCCCC)=O 10-((5Z,8Z,11Z,14Z)-icosa-5,8,11,14-tetraenoyl)-10H-phenoxazine-3,7-diyl diacetate